5-{2-amino-[1,2,4]triazolo-[1,5-a]pyridin-7-yl}-N-{[2-(cyclopropylmethoxy)-3,5-difluorophenyl]methyl}-2-methylpyridine-3-carboxamide NC1=NN2C(C=C(C=C2)C=2C=C(C(=NC2)C)C(=O)NCC2=C(C(=CC(=C2)F)F)OCC2CC2)=N1